CC1=NC=C(C=C1)[C@H]1N(CCC1)C (S)-2-methyl-5-(1-methylpyrrolidin-2-yl)pyridine